bis[2,6-difluoro-3-(1-pyrrolyl)phenyl]bis(cyclopentadienyl)titanium FC1=C(C(=CC=C1N1C=CC=C1)F)[Ti](C1C=CC=C1)(C1C=CC=C1)C1=C(C(=CC=C1F)N1C=CC=C1)F